C(CCCCC)\C(=C(/C(=O)O)\CCCCCC)\C(=O)O.C(CCCCC)OC(C=CC(=O)OCCCCCC)=O dihexyl-but-2-enedioate (DIHEXYL FUMARATE)